CN(CC(=O)O)C1=NC2=CC=C(C=C2C(=C1)C1=CC=CC=C1)CCC1=CC(=CC=C1)C 2-[methyl({6-[2-(3-methylphenyl)ethyl]-4-phenylquinolin-2-yl})amino]acetic acid